5-bromo-3-(4-fluorophenyl)-2,7-dimethylquinoline BrC1=C2C=C(C(=NC2=CC(=C1)C)C)C1=CC=C(C=C1)F